2-chloro-4,6-dimethoyl-1,3,5-triazine ClC1=NC(=NC(=N1)C=O)C=O